C(C=C)(=O)O.C(C=C)(=O)O.C(CC)OC1=C(O)C=CC(=C1)C(C)(C)C1=CC=C(C=C1)O propoxybisphenol A diacrylate